COC1=CC=C(C=C1)C1=NC(=NC(=N1)C(Cl)(Cl)Cl)C(Cl)(Cl)Cl 2-(4-methoxy-phenyl)-4,6-bis(trichloromethyl)s-triazine